CC1=C(C=CC=C1)C[C@@H](C(C)=O)C (S)-(+)-4-(2-methylphenyl)-3-methyl-2-butanone